1-(1-(3-methoxybutoxy)prop-1-en-2-yl)-3-(1-propoxyprop-1-en-2-yl)benzene COC(CCOC=C(C)C1=CC(=CC=C1)C(=COCCC)C)C